O(C1=CC=CC=C1)C1=NC=NC(=C1)OC1=CC=CC=C1 4,6-diphenoxypyrimidine